2-bromo-7,12-dihydro-9-trifluoromethyl-indolo[3,2-d][1]benzazepin-6(5H)-one BrC=1C=CC2=C(C3=C(CC(N2)=O)C2=CC(=CC=C2N3)C(F)(F)F)C1